2-methyl-4-nitrophenolate CC1=C(C=CC(=C1)[N+](=O)[O-])[O-]